N2-(3-fluoro-2-(7-azaspiro[3.5]nonan-7-yl)phenyl)-N5,N5-dimethylthiophene-2,5-disulfonamide FC=1C(=C(C=CC1)NS(=O)(=O)C=1SC(=CC1)S(=O)(=O)N(C)C)N1CCC2(CCC2)CC1